C1(CC1)N1C(C(=CC=C1)NC(=O)C1=CC=2C(N=C1OC(C)C)=NN(C2)[C@H]2COCCC2)=O (R)-N-(1-cyclopropyl-2-oxo-1,2-dihydropyridin-3-yl)-6-isopropoxy-2-(tetrahydro-2H-pyran-3-yl)-2H-pyrazolo[3,4-b]pyridine-5-carboxamide